iron-nickel-zinc oxide [O-2].[Zn+2].[Ni+2].[Fe+2].[O-2].[O-2]